bis-benzotriazolyl-tetra-methylbutylphenol N1N=NC2=C1C=CC=C2C(CCC)(C2=C(C(=C(C(=C2C)C)C)C)O)C2=CC=CC=1NN=NC12